FC(OCCCN1N=CC=2C1=NC=C(C2)NC(C=C)=O)(F)F N-(1-(3-(trifluoromethoxy)propyl)-1H-pyrazolo[3,4-b]pyridin-5-yl)acrylamide